tert-butyl (S)-3-(2,2,2-trichloroacetamido)-2,3,6,7-tetrahydro-1H-azepine-1-carboxylate ClC(C(=O)N[C@@H]1CN(CCC=C1)C(=O)OC(C)(C)C)(Cl)Cl